2,2',2''-(10-(2-carboxybenzyl)-1,4,7,10-tetraazacyclododecane-1,4,7-triyl)triacetic acid C(=O)(O)C1=C(CN2CCN(CCN(CCN(CC2)CC(=O)O)CC(=O)O)CC(=O)O)C=CC=C1